2-(2H-Benzotriazol-2-yl)-6-dodecyl-4-octylphenol N=1N(N=C2C1C=CC=C2)C2=C(C(=CC(=C2)CCCCCCCC)CCCCCCCCCCCC)O